2-chloro-4-chlorobenzeneboronic acid ClC1=C(C=CC(=C1)Cl)B(O)O